C(OC(Cl)C1CC(CCC1)(C)C)([O-])=O 3,3-dimethylcyclohexylchloromethyl carbonate